(6bR,10aS)-3-methyl-2,3,6b,9,10,10a-hexahydro-1H-pyrido[3',4':4,5]pyrrolo[1,2,3-de]quinoxalin CN1CCN2C=3C(=CC=CC13)[C@@H]1[C@@H]2CCN=C1